7-iodo-6-methoxy-2-methyl-1,2,3,4-tetrahydroisoquinoline IC1=C(C=C2CCN(CC2=C1)C)OC